2-(2-aminobenzoyl)pyridine NC1=C(C(=O)C2=NC=CC=C2)C=CC=C1